((1r,2r)-6,7-difluoro-2-hydroxy-4,4-dimethyl-1,2,3,4-tetrahydronaphthalen-1-yl)-3-(6-(3-(hydroxymethyl)phenyl)-5-methyl-2-phenylpyridin-3-yl)urea FC=1C=C2C(C[C@H]([C@@H](C2=CC1F)NC(=O)NC=1C(=NC(=C(C1)C)C1=CC(=CC=C1)CO)C1=CC=CC=C1)O)(C)C